ClC=1C=CC(=C2CN(C(C12)=O)C1C(NC(CC1)=O)=O)C1CC1 3-(7-chloro-4-cyclopropyl-1-oxoisoindolin-2-yl)piperidine-2,6-dione